ClC1=CC=C(CC(C#N)C#N)C=C1 2-(4-chlorobenzyl)malononitrile